NC1=C(C=C(N=N1)C1=C(C=CC=C1)O)N1C[C@H]2CC[C@@H](C1)N2C2=CC(=CC=C2)OCCN2CCNCC2 2-[6-amino-5-[(1R,5S)-8-[3-(2-piperazin-1-ylethoxy)phenyl]-3,8-diazabicyclo[3.2.1]octan-3-yl]pyridazin-3-yl]phenol